COCCNC1=C(C=CC(=C1)C=1N=NNN1)NC(C)=O N-(2-((2-methoxyethyl)amino)-4-(2H-tetrazol-5-yl)phenyl)acetamide